tert-butyl 4-(4-((3-nitrophenyl)sulfonamido)butyl)piperidine-1-carboxylate [N+](=O)([O-])C=1C=C(C=CC1)S(=O)(=O)NCCCCC1CCN(CC1)C(=O)OC(C)(C)C